C1=CC=CC=2C3=CC=CC=C3C3(C12)C1=CC=CC=C1C=1C=CC=CC13 9,9-spirobi[fluorene]